BrC1=CC=C(C=C1)S(=N)(=O)C (4-bromophenyl)(methyl)(oxo)-λ6-sulfanimine